2-(1-(4-(5-(4-(1-aminoethyl)-4-methylpiperidin-1-yl)-6-(hydroxymethyl)pyrazin-2-ylsulfanyl)-3-chloropyridin-2-yl)azetidin-3-yl)acetonitrile NC(C)C1(CCN(CC1)C=1N=CC(=NC1CO)SC1=C(C(=NC=C1)N1CC(C1)CC#N)Cl)C